C(=O)O.C(C)OC(\C=C\C(NC1=CC(=NC=C1)N1CCOCC1)=O)=O (E)-3-(2-Morpholin-4-yl-pyridin-4-ylcarbamoyl)-acrylic acid ethyl ester formic acid salt